N=1C=NN2C1C=C(C=C2)C2=CN=C(N2)[C@H](CCCCCC(CC)=O)NC(=O)[C@H]2CC21CCN(CC1)C (S)-N-((S)-1-(5-([1,2,4]triazolo[1,5-a]pyridin-7-yl)-1H-imidazol-2-yl)-7-oxononyl)-6-methyl-6-azaspiro[2.5]octane-1-carboxamide